2-ethyl-hexanoate C(C)C(C(=O)[O-])CCCC